5-methyl-6-(1-methyl-1H-benzo[d]imidazol-4-yl)-3-((6'-methyl-2,3,5,6,6',7'-hexahydrospiro[pyran-4,5'-pyrrolo[3,4-b]pyridin]-2'-yl)amino)picolinamide CC=1C=C(C(=NC1C1=CC=CC=2N(C=NC21)C)C(=O)N)NC2=CC=C1C(=N2)CN(C12CCOCC2)C